O=C1NC(CCC1C1=C2C(NC(C2=CC=C1N1CCNCC1)=O)=O)=O (1r,4r)-4-(4-(2,6-dioxopiperidin-3-yl)-1,3-dioxoisoindolin-5-yl)piperazin